N1-([1,1':3',1''-terphenyl]-2'-yl)-N3-(5'-(tert-butyl)-[1,1':3',1''-terphenyl]-2'-yl)-5-chloro-N1-phenylbenzene-1,3-diamine C1(=CC=CC=C1)C1=C(C(=CC=C1)C1=CC=CC=C1)N(C1=CC(=CC(=C1)Cl)NC1=C(C=C(C=C1C1=CC=CC=C1)C(C)(C)C)C1=CC=CC=C1)C1=CC=CC=C1